FC=1C(=CC(=NC1C)C1=NOC(=N1)CC1=CC=NN1C)C=1C=NC=CC1C 3-(5'-fluoro-4,6'-dimethyl-[3,4'-bipyridin]-2'-yl)-5-((1-methyl-1H-pyrazol-5-yl)methyl)-1,2,4-oxadiazole